ClCCNS(=O)(=O)C1=CC=C(C=C1)C1=C(C=CC=C1)N(C)C N-(2-chloroethyl)-2'-(dimethylamino)-[1,1'-biphenyl]-4-sulfonamide